C(#N)C1=NNC=C1C1=NC=C(N=C1)N1CC2N(C(C1)C2)C([2H])([2H])C=2C=NC(=CC2)OC([2H])([2H])[2H] 3-cyano-4-(5-(6-((6-(methoxy-d3)pyridin-3-yl)methyl-d2)-3,6-diazabicyclo[3.1.1]heptan-3-yl)pyrazin-2-yl)pyrazole